C(C1=CC=CC=C1)NC(=O)C=1C=C(C=CC1Cl)NC(=O)C1=C(C(=NN1C)C(C(F)(F)F)(F)F)C(F)(F)F N-[3-(Benzylcarbamoyl)-4-chlorophenyl]-1-methyl-3-(pentafluoroethyl)-4-(trifluoromethyl)-1H-pyrazole-5-carboxamide